C1(CC1)N(CC[C@@H](C(=O)O)NC(=O)OC(CC)CC)CCCCC1=NC=2NCCCC2C=C1 (S)-4-(cyclopropyl(4-(5,6,7,8-tetrahydro-1,8-naphthyridin-2-yl)butyl)amino)-2-(((pentan-3-yloxy)carbonyl)amino)butanoic acid